C(CCC)C(C(CC(CC(=O)O)=C)(C)C)(C(=O)O)CCCC dibutyl-2,2-dimethyl-4-methylenepentane-1,5-dicarboxylic acid